8-chloro-1-cyano-3-(5-(difluoromethyl)-1,3,4-thiadiazol-2-yl)-N-(1-methylcyclopropyl)-N-((2-(trimethylsilyl)ethoxy)methyl)imidazo[1,5-a]pyridine-6-sulfonamide ClC=1C=2N(C=C(C1)S(=O)(=O)N(COCC[Si](C)(C)C)C1(CC1)C)C(=NC2C#N)C=2SC(=NN2)C(F)F